N1(CCC1)C1=NC2=NN=CN2C=2CN(CC12)C(CC1CN(C1)C=1C=NC(=CC1)C(F)(F)F)=O 1-(5-Azetidin-1-yl-6,8-dihydro-2,3,4,7,8b-pentaaza-as-indacen-7-yl)-2-[1-(6-trifluoromethyl-pyridin-3-yl)-azetidin-3-yl]-ethanone